Cl.N[C@@H]1CCC=2C(=CC=CC12)C#N (R)-1-Amino-2,3-dihydro-1H-indene-4-carbonitrile hydrochloride